ClC1=CC=C(C=C1)C=1N=NC(=C2C1C=NC=C2)N[C@H]2CNC[C@@H](C2)F 4-(4-chlorophenyl)-N-((3R,5R)-5-fluoropiperidin-3-yl)pyrido[3,4-d]pyridazin-1-amine